C(C1=CC=CC=C1)NC[C@](CO)(COC)C |r| (+/-)-2-[(benzylamino)methyl]-3-methoxy-2-methylpropan-1-ol